l-2-aminobutanamide hydrochloride Cl.N[C@H](C(=O)N)CC